FC=1C=CC=C2CCO[C@H](C12)CNCC (R)-N-((8-fluoroisochroman-1-yl)methyl)ethylamine